tert-butyl 2-(2-(2-(4-(2-(2-(((5r,8r)-4-hydroxy-3-mesityl-2-oxo-1-oxaspiro[4.5]dec-3-en-8-yl)oxy)ethoxy)ethyl)piperazin-1-yl)ethoxy)ethoxy)acetate OC1=C(C(OC12CCC(CC2)OCCOCCN2CCN(CC2)CCOCCOCC(=O)OC(C)(C)C)=O)C2=C(C=C(C=C2C)C)C